5-Methyl-3-(trifluoromethyl)-6,7,7a,8,10,11-hexahydropyrazino[1,2-d]pyrido[3,2-b][1,4]Diazepine-9(5H)-carboxylate CN1C2=C(N3C(CC1)CN(CC3)C(=O)[O-])N=CC(=C2)C(F)(F)F